7-(2-((6-(3,6-diazabicyclo[3.1.1]heptan-3-yl)-4-cyclopropylpyridin-3-yl)amino)-5-(trifluoromethyl)pyrimidin-4-yl)-4-methyl-3,4-dihydrothieno[2,3-f][1,4]thiazepin-5(2H)-one 1,1-dioxide C12CN(CC(N1)C2)C2=CC(=C(C=N2)NC2=NC=C(C(=N2)C2=CC1=C(C(N(CCS1(=O)=O)C)=O)S2)C(F)(F)F)C2CC2